NC1=CC=C(C=C1)/C=C/C1=[N+](C2=CC=CC=C2C1(C)C)CCCCCC(=O)O 2-[(1E)-2-(4-aminophenyl)vinyl]-1-(5-carboxypentyl)-3,3-dimethyl-3H-indol-1-ium